FC1=C(C=CC=C1)CC(=O)NC1=CN(C(C=C1)=O)C1=CC=CC=C1 2-(2-fluorophenyl)-N-(6-oxo-1-phenyl-1,6-dihydropyridin-3-yl)acetamide